Cl.N1CCC(CC1)C1=CC=C(C=C1)C(CCC)=O 1-(4-(piperidin-4-yl)phenyl)butan-1-one hydrochloride